1-(8-bromopyrido[2,3-e][1,2,4]triazolo[4,3-a]pyrazin-4-yl)-N-methylazetidin-3-amine sulfuric acid salt S(O)(O)(=O)=O.BrC1=CC2=C(N=C(C=3N2C=NN3)N3CC(C3)NC)N=C1